N1(CCC2=CC=CC=C12)C(=O)[O-] indolineAt